(3-fluoro-4-(4-(trifluoromethyl)phenoxy)piperidin-1-yl)(4-(3-hydroxyoxetan-3-yl)phenyl)methanone FC1CN(CCC1OC1=CC=C(C=C1)C(F)(F)F)C(=O)C1=CC=C(C=C1)C1(COC1)O